CC1=CC=C(C=C1)S(=O)(=O)O.F/C=C(\CN)/COC1=CC2=C(N=C(O2)CCCC2=CC=CC=C2)C=C1 (E)-3-fluoro-2-(((2-(3-phenylpropyl)benzo[d]oxazol-6-yl)oxy)methyl)prop-2-en-1-amine 4-methylbenzenesulfonate